FC1=CC=C(C=C1)CN1[C@H]2COC[C@@H]1CNC2 (1R,5S)-9-[(4-fluorophenyl)methyl]-3-oxa-7,9-diazabicyclo[3.3.1]nonane